mono-3-nonenyl maleate C(\C=C/C(=O)[O-])(=O)OCCC=CCCCCC